N1(CCC1)[C@]1(CN(CC1)C(=O)OC(C)(C)C)C tert-butyl (R)-3-(azetidin-1-yl)-3-methylpyrrolidine-1-carboxylate